(Z)-2-(6-(((tert-butyldiphenylsilyl)oxy)methyl)dihydro-2H-pyran-3(4H)-ylidene)acetonitrile [Si](C1=CC=CC=C1)(C1=CC=CC=C1)(C(C)(C)C)OCC1CC/C(/CO1)=C/C#N